(1-(4-(1H-pyrazolo[3,4-d]pyrimidin-4-yl)phenyl)-2-hydroxyethyl)-4,5,6,7-tetrahydrobenzo[b]thiophene-2-carboxamide N1N=CC=2C1=NC=NC2C2=CC=C(C=C2)C(CO)C=2C1=C(SC2C(=O)N)CCCC1